(4aR,8aS)-6-[6-[[3-(trifluoromethyl)-1H-pyrazolo[3,4-b]pyridin-5-yl]methyl]-2-azaspiro[3.3]heptane-2-carbonyl]-4,4a,5,7,8,8a-hexahydropyrido[4,3-b][1,4]oxazin-3-one FC(C1=NNC2=NC=C(C=C21)CC2CC1(CN(C1)C(=O)N1C[C@@H]3[C@@H](OCC(N3)=O)CC1)C2)(F)F